(2,2,2-trifluoroethyl) (2-fluorophenyl) sulfide FC1=C(C=CC=C1)SCC(F)(F)F